C(CCC)OC(=O)N([C@H](C(=O)O)CC1CC1)C (S)-2-((r-butoxycarbonyl)(methyl)amino)-3-cyclopropylpropanoic acid